ClC=1N=C(NC1[C@H]1[C@H](CN(CC1)S(=O)(=O)C1=CC(N(C=C1)C)=O)C)C1=NC=C(C=C1)F 4-[[(3R,4R)-4-[4-Chloro-2-(5-fluoro-2-pyridyl)-1H-imidazol-5-yl]-3-methyl-1-piperidyl]sulfonyl]-1-methyl-pyridin-2-one